2-PROPANETHIOL CC(C)S